CN[C@@H](CCCN)C(=O)O Nα-Methyl-ornithine